butyl (5-chloro-2,3-dihydro-1H-inden-2-yl)carbamate ClC=1C=C2CC(CC2=CC1)NC(OCCCC)=O